13-hexadecadienyl bromide C=CC=CCCCCCCCCC(CCC)Br